5-((3-chloro-2-((4-methoxybenzyl)amino)pyridin-4-yl)thio)-1-methyl-1,3-dihydro-2H-imidazo[4,5-b]Pyrazin-2-one ClC=1C(=NC=CC1SC=1N=C2C(=NC1)N(C(N2)=O)C)NCC2=CC=C(C=C2)OC